2-(4-((2-methoxyethoxy)methyl)phenyl)-4,4,5,5-tetramethyl-1,3,2-dioxaborolan COCCOCC1=CC=C(C=C1)B1OC(C(O1)(C)C)(C)C